1-(4-{[(1S)-5-[2-(2-aminopyridin-3-yl)-5-(pyrazol-1-yl)imidazo[4,5-b]pyridin-3-yl]-2,3-dihydro-1H-inden-1-yl]amino}piperidin-1-yl)-2-fluoroprop-2-en-1-one NC1=NC=CC=C1C1=NC=2C(=NC(=CC2)N2N=CC=C2)N1C=1C=C2CC[C@@H](C2=CC1)NC1CCN(CC1)C(C(=C)F)=O